ClC1=C(C=C(C=2C=C3N(C12)CCN(C3)C=3SC(=NN3)C)OCC#N)Cl 2-[[6,7-Dichloro-2-(5-methyl-1,3,4-thiadiazol-2-yl)-3,4-dihydro-1H-pyrazino[1,2-a]indol-9-yl]oxy]acetonitrile